CC(C(=O)O)C(C(C(=O)O)=C)C 2,3-dimethyl-4-methylene-glutaric acid